natriodiphenylmethane [Na]C(C1=CC=CC=C1)C1=CC=CC=C1